C(#N)C1=CC=CC=2CN(CCCC21)C(=O)OC(C)(C)C Tert-butyl 6-cyano-4,5-dihydro-1H-benzo[c]azepine-2(3H)-carboxylate